S(C1=CC(=C(C(=C1)C(C)(C)C)O)C1=C(C=CC=C1)C)C1=CC(=C(C(=C1)C(C)(C)C)O)C1=C(C=CC=C1)C 4,4'-thiobis(6-tert-butyl-o-tolylphenol)